3-azetidinecarboxamide N1CC(C1)C(=O)N